ClC1=C2C(=CN=CC2=CC=C1)C(NC(=O)[C@@H]1[C@H]2C([C@H]2CN1C([C@H](C(C)(C)C)NC1=NC=C(N=C1)Cl)=O)(C)C)C#N (1R,2S,5S)-N-[(5-chloro-4-isoquinolyl)-cyano-methyl]-3-[(2S)-2-[(5-chloropyrazin-2-yl)amino]-3,3-dimethyl-butanoyl]-6,6-dimethyl-3-azabicyclo[3.1.0]hexane-2-carboxamide